C(C)(C)(C)OC(=O)N(CCC=1NC2=C(N1)C(=C1C(=C2F)CC(C1)C(=O)OC)F)C methyl 2-[2-[tert-butoxycarbonyl(methyl)amino]ethyl]-4,8-difluoro-3,5,6,7-tetrahydrocyclopenta[f]benzimidazole-6-carboxylate